(1S,4r)-1-methyl-4-((S)-4-methyl-3-((R)-1,1,1-trifluoro-2-hydroxypropan-2-yl)-4,5-dihydro-7H-isoxazolo[5,4-e]Indazol-7-yl)cyclohexan-1-ol CC1(CCC(CC1)N1N=C2C[C@H](C3=C(C2=C1)ON=C3[C@@](C(F)(F)F)(C)O)C)O